S1C=C(C=C1)C=O (3-thienyl)methanone